7-fluoro-2-(((1R,3S)-3-((6-oxo-5-(trifluoromethyl)-1,6-dihydropyridazin-4-yl)amino)cyclohexyl)methyl)-6-(5-(trifluoromethyl)pyrimidin-2-yl)isoquinolin-1(2H)-one FC1=C(C=C2C=CN(C(C2=C1)=O)C[C@H]1C[C@H](CCC1)NC=1C=NNC(C1C(F)(F)F)=O)C1=NC=C(C=N1)C(F)(F)F